(2-chloro-4-((4-(1-methyl-4-(trifluoromethyl)-1H-imidazol-2-yl)benzyl)amino)pyrimidin-5-yl)dimethylphosphine oxide ClC1=NC=C(C(=N1)NCC1=CC=C(C=C1)C=1N(C=C(N1)C(F)(F)F)C)P(C)(C)=O